lanthanum dipentaerythritol salt OCC(CO)(COCC(CO)(CO)CO)CO.[La]